4-(ethylamino)-6-((8-(morpholine-4-carbonyl)-2,3-dihydrobenzo[b][1,4]dioxin-5-yl)amino)-1H-pyrrolo[2,3-b]pyridine-3-carbonitrile C(C)NC1=C2C(=NC(=C1)NC1=CC=C(C=3OCCOC31)C(=O)N3CCOCC3)NC=C2C#N